3-methoxy-10H-phenoxazine COC=1C=CC=2NC3=CC=CC=C3OC2C1